Cl.Cl.CC1=C(C=CC(=N1)N[C@@H]1CNCC1)C=1N=NN(N1)C 6-methyl-5-(2-methyl-2H-tetrazol-5-yl)-N-[(3S)-pyrrolidin-3-yl]pyridin-2-amine, dihydrochloride salt